(E)-N'-(pyridin-2-ylmethylene)azetidine-1-carbothiohydrazide N1=C(C=CC=C1)\C=N\NC(=S)N1CCC1